ClC1=C2C(=NC=C1C=1C=C(C=CC1)N1C(CN(CC1)C(=O)OC(C)(C)C)=O)NC=C2C2CC2 tert-butyl 4-(3-(4-chloro-3-cyclopropyl-1H-pyrrolo[2,3-b]pyridin-5-yl)phenyl)-3-oxopiperazine-1-carboxylate